C(C1=CC=CC=C1)N([C@@H](CC(=O)OCC)C=1C=C(C=C(C1)OC)C1=CC=CC=C1)[C@H](C)C1=CC=CC=C1 ethyl (S)-3-(benzyl((R)-1-phenylethyl)amino)-3-(5-methoxybiphenyl-3-yl)propanoate